C1(CC1)C1=NC(=CC(=C1)C1=C(C#N)C=C(C=C1)F)N1C(C2=C(C(=C1)C1CC1)C=C(N2)CN2C[C@H](CCC2)C)=O 2-[2-cyclopropyl-6-[4-cyclopropyl-2-[[(3s)-3-methylpiperidin-1-yl]methyl]-7-oxo-1H-pyrrolo[2,3-c]pyridin-6-yl]pyridin-4-yl]-5-fluorobenzonitrile